1-(4-(5-(trifluoromethyl)-1,2,4-oxadiazol-3-yl)phenyl)ethan-1-one ethyl-(2E)-3-((1R,2S,4S,5R)-2-(2-ethoxy-2-oxoethyl)-4-methyl-3-oxo-5-phenylcyclopentyl)-2-propenoate C(C)OC(\C=C\[C@H]1[C@@H](C([C@H]([C@@H]1C1=CC=CC=C1)C)=O)CC(=O)OCC)=O.FC(C1=NC(=NO1)C1=CC=C(C=C1)C(C)=O)(F)F